OC(CN(CCCC(=O)OCCN1CCN(CC1)CCSSCCCN(CC(CCCCCC\C=C/C\C=C/C\C=C/CC)O)CC(CCCCCC\C=C/C\C=C/C\C=C/CC)O)CC(CCCCCCCCCCCC)O)CCCCCCCCCCCC 2-(4-(2-((3-(Bis((9Z,12Z,15Z)-2-hydroxyoctadeca-9,12,15-trien-1-yl)amino)propyl)disulfaneyl)ethyl)piperazin-1-yl)ethyl 4-(bis(2-hydroxytetradecyl)amino)butanoate